N1=C(C=CC2=CC=CC=C12)C(=O)O quinolic Acid